FC1=C(C=C2C=NN(C2=C1)C1OCCCC1)C 6-fluoro-5-methyl-1-(tetrahydro-2H-pyran-2-yl)-1H-indazol